BrC=1C=CC=2N(C1)C(=CN2)C2=NC(=NC=C2)NC=2C=NC(=CC2)N2CCN(CC2)C(C)C 4-(6-Bromoimidazo[1,2-a]pyridin-3-yl)-N-(6-(4-isopropylpiperazin-1-yl)pyridin-3-yl)pyrimidin-2-amin